(3,4-Dichlorophenyl)(2-methyl-2,4,5,8,9,11-hexahydro-10H-pyrazolo[3,4-c]pyrazolo-[1,5-a:4,3-c']dipyridin-10-yl)methanone ClC=1C=C(C=CC1Cl)C(=O)N1CC=2C(CC1)=NN1C2C=2C(CC1)=CN(N2)C